C(CCCCCC(=O)O)CCCCC=O The molecule is an omega-oxo fatty acid that is dodecanoic acid carrying an oxo group at position 12. It is an omega-oxo fatty acid, an oxo monocarboxylic acid, a medium-chain fatty acid and an aldehydic acid. It derives from a dodecanoic acid. It is a conjugate acid of a 12-oxododecanoate.